FC(C1=CC=C(C=C1)N1N=CC=2C1=NC=C(C2)NC(C=C)=O)(F)F N-(1-(4-(trifluoromethyl)phenyl)-1H-pyrazolo[3,4-b]pyridin-5-yl)acrylamide